3,4-dihydroisoquinoline-2(1H)-carboxamide C1N(CCC2=CC=CC=C12)C(=O)N